4-((2S,5R)-4-(1-(3-Cyano-4-(trifluoromethyl)phenyl)ethyl)-5-ethyl-2-methylpiperazin-1-yl)-1-methyl-2-oxo-1,2-dihydropyrido[3,2-d]pyrimidine-6-carbonitrile C(#N)C=1C=C(C=CC1C(F)(F)F)C(C)N1C[C@@H](N(C[C@H]1CC)C=1C2=C(N(C(N1)=O)C)C=CC(=N2)C#N)C